N,N-diethyl-4-vinylbenzamide C(C)N(C(C1=CC=C(C=C1)C=C)=O)CC